1-(3-(7-methyl-3-(4-(trifluoro-methyl)phenyl)-1H-indazol-1-yl)pyrrolidin-1-yl)prop-2-en-1-one CC=1C=CC=C2C(=NN(C12)C1CN(CC1)C(C=C)=O)C1=CC=C(C=C1)C(F)(F)F